2-{[(αR)-6-{4-[(1,5-dimethyl-1H-pyrazol-4-yl)-methyl]-2,5-dioxo-imidazolidin-1-yl}-spiro[3.3]heptan-2-yl]oxy}pyridine-3-carboxamide CN1N=CC(=C1C)CC1NC(N(C1=O)C1CC2(CC(C2)OC2=NC=CC=C2C(=O)N)C1)=O